N-[5-[4-[[5-[(E)-2-ethoxyvinyl]pyrimidin-2-yl]amino]cyclohexoxy]-7-morpholino-1,6-naphthyridin-3-yl]methanesulfonamide C(C)O/C=C/C=1C=NC(=NC1)NC1CCC(CC1)OC1=C2C=C(C=NC2=CC(=N1)N1CCOCC1)NS(=O)(=O)C